(3aR,5s,6aS)-N-[6-(5-fluoro-2-methoxy-phenyl)pyridazin-3-yl]-2-(tetrahydropyran-4-ylmethyl)-3,3a,4,5,6,6a-hexahydro-1H-cyclopenta[c]pyrrol-5-amine FC=1C=CC(=C(C1)C1=CC=C(N=N1)NC1C[C@@H]2[C@@H](CN(C2)CC2CCOCC2)C1)OC